2''-(Difluoromethyl)-3-fluoro-5''-methoxy-2-carbonyl-N-(5-(2,2,2-trifluoroacetyl)-6,7-dihydro-5H-thiazolo[4,5-f]indole-2-yl)-2H-[1,2':4',4''-terpyridine]-5'-carboxamide FC(C1=NC=C(C(=C1)C1=CC(=NC=C1C(=O)NC=1SC=2C(=CC=3CCN(C3C2)C(C(F)(F)F)=O)N1)N1C(C(=CC=C1)F)=C=O)OC)F